5-{(3'R)-1'-[cyclobutyl(4H-1,2,4-triazol-3-yl)methyl]-6,7-dihydrospiro[pyrazolo[5,1-c][1,4]oxazine-4,3'-pyrrolidin]-2-yl}-3-(trifluoromethyl)pyridin-2-amine C1(CCC1)C(N1C[C@@]2(CC1)OCCN1C2=CC(=N1)C=1C=C(C(=NC1)N)C(F)(F)F)C1=NN=CN1